4-(3,4-difluorophenyl)piperidine-4-carbonitrile hydrochloride Cl.FC=1C=C(C=CC1F)C1(CCNCC1)C#N